CC1(OB(OC1(C)C)C=1CC2(CN(C2)C(=O)OCCCC)CC1)C butyl 6-(4,4,5,5-tetramethyl-1,3,2-dioxaborolan-2-yl)-2-azaspiro[3.4]oct-6-ene-2-carboxylate